(2E)-3-(5-fluoro-6-methylpyridin-3-yl)prop-2-enal FC=1C=C(C=NC1C)/C=C/C=O